phenyl (1-(tetrahydro-2H-pyran-2-yl)-1H-indazol-5-yl)carbamate O1C(CCCC1)N1N=CC2=CC(=CC=C12)NC(OC1=CC=CC=C1)=O